C(C)(=O)OCC1=CC=CC=C1 Acetic acid, phenylmethyl ester